3-(6-cyano-1H-benzo[d]imidazol-2-yl)-N-(3-(dimethylamino)propyl)-1H-indazole-5-carboxamide C(#N)C=1C=CC2=C(NC(=N2)C2=NNC3=CC=C(C=C23)C(=O)NCCCN(C)C)C1